2-(dibutylaminomethyldimethylsilyl)styrene C(CCC)N(CCCC)C[Si](C1=C(C=C)C=CC=C1)(C)C